1-(2-methyl-quinazolin-4-yl)-N3-(4-(2-(pyrrolidin-1-yl)ethoxy)phenyl)-1H-1,2,4-triazole-3,5-diamine CC1=NC2=CC=CC=C2C(=N1)N1N=C(N=C1N)NC1=CC=C(C=C1)OCCN1CCCC1